COC(C1CCN(CC1)C1=C(C=C(C=C1)[C@@H]1[C@@H](COC2=CC(=CC=C12)O)C1=CC=CC=C1)F)OC |r| Racemic-cis-4-(4-(4-(dimethoxymethyl)piperidin-1-yl)-3-fluorophenyl)-3-phenylchroman-7-ol